CC1=C(C2=C(C=3N1N=CN3)CN(C2)C(=O)C2CC(C2)NC2=CC(=NC=C2)C(F)(F)F)C (5,6-dimethyl-7,9-dihydro-8H-pyrrolo[3,4-c][1,2,4]triazolo[1,5-a]pyridin-8-yl)(3-((2-(trifluoromethyl)pyridin-4-yl)amino)cyclobutyl)methanone